methyl-2,6-octadien-1-ol CC=CCCC=CC(C)O